(5-(3-(trifluoromethyl)-5,6-dihydro-[1,2,4]triazolo[4,3-a]pyrazin-7(8H)-yl)pyrazin-2-yl)methanamine FC(C1=NN=C2N1CCN(C2)C=2N=CC(=NC2)CN)(F)F